C1(CC1)S Cyclopropanethiol